[6-(3-cyclopropyl-1,2,4-triazol-1-yl)-2-azaspiro[3.3]heptan-2-yl]-[rac-(3aS,6aR)-5-(4-fluoro-3-methylsulfonyl-phenoxy)-3,3a,4,5,6,6a-hexahydro-1H-cyclopenta[c]pyrrol-2-yl]methanone C1(CC1)C1=NN(C=N1)C1CC2(CN(C2)C(=O)N2C[C@H]3[C@@H](C2)CC(C3)OC3=CC(=C(C=C3)F)S(=O)(=O)C)C1 |r|